Cl.N1=CC(=CC=C1)NC(C1=CC(=CC=C1)S(NC1=CC=C(C=C1)C)(=O)=O)=O N-(pyridin-3-yl)-3-(N-(p-tolyl)sulfamoyl)benzamide hydrochloride